3,4-dichloro-N-((3S,4R)-3-methoxypiperidin-4-yl)-5-methyl-1H-pyrrole-2-carboxamide ClC1=C(NC(=C1Cl)C)C(=O)N[C@H]1[C@H](CNCC1)OC